C1(CC1)S(=O)(=O)NC=1SC=C(N1)C(C(=O)NC1=NC=C(C=N1)C=1C=NC=C(C1)F)(C)C 2-(2-(cyclopropanesulfonylamino)thiazol-4-yl)-N-(5-(5-fluoropyridin-3-yl)pyrimidin-2-yl)-2-methylpropanamide